[OH3+].O=C[C@@H](O)[C@@H](O)[C@H](O)[C@H](O)C(=O)[O-] mannuronate oxonium